1-(6-methylpyridin-2-yl)propan-2-amine CC1=CC=CC(=N1)CC(C)N